N1(C=NC=C1)C1CC(C1)N1C=C2C(=NN(C(C2=CC1=O)=O)C)N[C@H](C)C1=C(C(=CC=C1)C(F)(F)F)C 6-((1r,3R)-3-(1H-imidazol-1-yl)cyclobutyl)-2-methyl-4-(((R)-1-(2-methyl-3-(trifluoromethyl)phenyl)ethyl)amino)-2,6-dihydropyrido[3,4-d]pyridazine-1,7-dione